2-(1-(3-bromo-5-chlorophenyl)-1H-pyrazol-4-yl)acetonitrile BrC=1C=C(C=C(C1)Cl)N1N=CC(=C1)CC#N